FC=1C=C(C=C(C1)F)[C@@H]1CC[C@H]2OC3(C(N21)=O)CCN(CC3)C(=O)C3=NC(=CC=C3)N3CCCC3 (5'S,7a'R)-5'-(3,5-difluorophenyl)-1-[6-(pyrrolidin-1-yl)pyridine-2-carbonyl]tetra-hydro-3'H-spiro[piperidine-4,2'-pyrrolo[2,1-b][1,3]oxazol]-3'-one